COC[C@H](C)N1C(=CC2=C1N=C(N=C2)NC=2C(=NN(C2)C([2H])([2H])[2H])OC2COCC2)C#N 7-((S)-1-methoxypropan-2-yl)-2-((1-(methyl-d3)-3-((tetrahydrofuran-3-yl)oxy)-1H-pyrazol-4-yl)amino)-7H-pyrrolo[2,3-d]pyrimidine-6-carbonitrile